2-chloro-N-(3-(2-nitro-1-phenylethyl)-2-phenyl-1H-indol-5-yl)acetamide ClCC(=O)NC=1C=C2C(=C(NC2=CC1)C1=CC=CC=C1)C(C[N+](=O)[O-])C1=CC=CC=C1